C(CCCCCCC\C=C/CCCCCCCC)(=O)C(OP(OC[C@@H](CO)OO)(=O)O)CN oleoyl-2-hydroxysn-glycero-3-phosphoethanolamine